6-(6-chloro-2,5-dimethylpyrimidin-4-yl)-8-methyl-3-(trifluoromethyl)-5,6,7,8-tetrahydro-1,6-naphthyridine ClC1=C(C(=NC(=N1)C)N1CC=2C=C(C=NC2C(C1)C)C(F)(F)F)C